C=CC(=O)OC1=CC=C(C=C1)OC(=O)C=C 1,4-phenylenediacrylate